N-(2,6-dichlorophenyl)-4-ethoxy-2-{[3-methoxy-4-(4-methylpiperazin-1-yl)phenyl]amino}pyrimidine-5-carboxamide ClC1=C(C(=CC=C1)Cl)NC(=O)C=1C(=NC(=NC1)NC1=CC(=C(C=C1)N1CCN(CC1)C)OC)OCC